P(=O)([O-])([O-])[O-].[Mg+2].[NH4+] ammonium magnesium-phosphate salt